2-[2-(1-pyrrolidinyl)ethoxy]ethyl-N-(2-cyanoethyl)-amine N1(CCCC1)CCOCCNCCC#N